[2-({[(3-fluoro(2-pyridyl))cyclobutyl]methyl}amino)pyrimidin-5-yl]-N-(4-fluorophenyl)carboxamide FC=1C(=NC=CC1)C1(CCC1)CNC1=NC=C(C=N1)C(=O)NC1=CC=C(C=C1)F